tert-butyl N-[(3R)-5-[(4-chlorophenyl)methyl]-7-(1-ethyl-1,2,4-triazol-3-yl)-8-fluoro-1,1,4-trioxo-2,3-dihydro-1λ6,5-benzothiazepin-3-yl]carbamate ClC1=CC=C(C=C1)CN1C([C@H](CS(C2=C1C=C(C(=C2)F)C2=NN(C=N2)CC)(=O)=O)NC(OC(C)(C)C)=O)=O